N-((3-methyloxetan-3-yl)methyl)-3-((4-(pyridin-2-ylmethoxy)phenyl)amino)benzamide CC1(COC1)CNC(C1=CC(=CC=C1)NC1=CC=C(C=C1)OCC1=NC=CC=C1)=O